CC1OC2(C(C1)=O)CCN(CC2)C(=O)OC(C)(C)C tert-Butyl 2-methyl-4-oxo-1-oxa-8-azaspiro[4.5]decane-8-carboxylate